COC1=C(C=C2C(=CC=NC2=C1)NC1=CC(=CC(=C1)C=1C=NC=CC1)OC)C(=O)N 7-Methoxy-4-((3-Methoxy-5-(pyridin-3-yl)phenyl)amino)quinoline-6-carboxamide